N-[(3R)-1-{5-[5-chloro-3-(2,6-difluorophenyl)pyridin-2-yl]-4,5-dihydro-1,2-oxazol-3-yl}-4,4-difluoropyrrolidin-3-yl]ethanesulfonamide ClC=1C=C(C(=NC1)C1CC(=NO1)N1C[C@H](C(C1)(F)F)NS(=O)(=O)CC)C1=C(C=CC=C1F)F